5-(2-bromoethyl)-2-phenyl-1,3-dioxane BrCCC1COC(OC1)C1=CC=CC=C1